ClC1=C(C=C(C=C1OC)OC)C1=CC2=C(N=C(N=C2)NC2=CC=C(C=C2)C=2N(C=CC2)C(=O)N(C)C)N2C1=NN=C2 (4-((6-(2-chloro-3,5-dimethoxyphenyl)-[1,2,4]triazolo[4',3':1,6]pyrido[2,3-d]pyrimidin-2-yl)amino)phenyl)-N,N-dimethylpyrrole-1-carboxamide